2-ethylhexyl-((3-chloro-2-((tetrahydro-2H-pyran-4-yl) oxy) pyridin-4-yl) thio) propanoate C(CC)(=O)OSC1=C(C(=NC=C1CC(CCCC)CC)OC1CCOCC1)Cl